2-(4-fluoro-2-methoxyphenoxy)-N-(3-sulfonylphenyl)quinoline-3-carboxamide FC1=CC(=C(OC2=NC3=CC=CC=C3C=C2C(=O)NC=2CC(C=CC2)=S(=O)=O)C=C1)OC